ClC=1C(N(C(=CC1OCC1=NC=C(C=C1F)F)C)C1=CC(=NC=C1C)C1=NC(=NC=C1)C(C)(C)O)=O (+-)-3-chloro-4-((3,5-difluoropyridin-2-yl)methoxy)-2'-(2-(2-hydroxypropan-2-yl)pyrimidin-4-yl)-5',6-dimethyl-2H-[1,4'-bipyridin]-2-one